7-methyl-5,6,7,8-tetrahydroimidazo[1,2-a]pyridine-2-carboxamide CC1CC=2N(CC1)C=C(N2)C(=O)N